4-(4-(2-(2-((Cyclopropylmethyl)amino)pyridin-4-yl)oxazole-4-carboxamido)-3-(difluoromethyl)-1H-pyrazol-1-yl)benzoic acid C1(CC1)CNC1=NC=CC(=C1)C=1OC=C(N1)C(=O)NC=1C(=NN(C1)C1=CC=C(C(=O)O)C=C1)C(F)F